bis(trimethylsilyl)ethyne C[Si](C)(C)C#C[Si](C)(C)C